1-[5-tert-butyl-2-p-tolyl-2H-pyrazol-3-yl]-3-[4-(2-(cis-2,6-dimethylmorpholin-4-yl)ethoxy)naphthalen-1-yl]-urea C(C)(C)(C)C=1C=C(N(N1)C1=CC=C(C=C1)C)NC(=O)NC1=CC=C(C2=CC=CC=C12)OCCN1C[C@H](O[C@H](C1)C)C